C(\C=C\C(=O)OCC(=C)C)(=O)OCC Fumaric acid, ethyl 2-methylallyl ester